O=C(C(=O)NCC(=O)OC)[C@H]1N(CCC1)C(CNC(=O)C1=CC=NC2=CC=CC=C12)=O Methyl (S)-(2-oxo-2-(1-((quinoline-4-carbonyl)glycyl)pyrrolidine-2-yl)acetyl)glycinate